3-(1-oxo-5-(((1S,2S)-2-(3-(quinolin-7-yl)azetidin-1-yl)-cyclohexyl)oxy)isoindolin-2-yl)piperidine-2,6-dione O=C1N(CC2=CC(=CC=C12)O[C@@H]1[C@H](CCCC1)N1CC(C1)C1=CC=C2C=CC=NC2=C1)C1C(NC(CC1)=O)=O